(4-cyano-2-methoxyphenyl)-2,8-dimethyl-5-(oxetan-3-yloxy)-1,4-dihydro-1,6-naphthyridine-3-carboxamide C(#N)C1=CC(=C(C=C1)N1C(=C(CC2=C(N=CC(=C12)C)OC1COC1)C(=O)N)C)OC